6-Bromo-2-(4-{4-[2-(2-methoxyethoxy)ethyl]piperazin-1-yl}phenyl)-N-(1-methylpiperidin-4-yl)-3H-imidazo[4,5-b]pyridin-7-amine BrC=1C(=C2C(=NC1)NC(=N2)C2=CC=C(C=C2)N2CCN(CC2)CCOCCOC)NC2CCN(CC2)C